O=C1C(CC2CCC(C1)N2C(=O)OC(C)(C)C)C(=O)OCC 9-(tert-butyl) 3-ethyl 4-oxo-9-azabicyclo[4.2.1]nonane-3,9-dicarboxylate